C[C@H]1C[C@H](NCC1)C1=CC=CC=C1 |r| rac-(2s,4r)-4-methyl-2-phenyl-piperidine